9-chloro-2,3,4,5-tetrahydro-benzo-1,4-thiazepine ClC1=CC=CC=2CNCCSC21